ClC1=CC=C(OCC23CCC(CC2)(N3C(=O)[O-])CO)C=C1 1-((4-chlorophenoxy)methyl)-4-(hydroxymethyl)-7-azabicyclo[2.2.1]-heptane-7-carboxylate